tert-butyl (Z)-3-((4-(2,5-difluorophenyl)-4-carbonylbut-2-en-2-yl)amino)piperidine-1-carboxylate FC1=C(C=C(C=C1)F)C(\C=C(\C)/NC1CN(CCC1)C(=O)OC(C)(C)C)=C=O